4-(6-methyl-1,2,4,5-tetrazin-3-yl)butanoic acid CC1=NN=C(N=N1)CCCC(=O)O